IC1=C(C=CC=C1C)CO (2-iodo-3-methylphenyl)methanol